(3S)-4-oxo-4-piperidin-1-yl-3-(propylamino)butanoic acid O=C([C@H](CC(=O)O)NCCC)N1CCCCC1